3-(Aminomethyl)-3-methyl-1,2,5-thiadiazolidine 1,1-dioxide NCC1(NS(NC1)(=O)=O)C